BrC(C)C1=CC(=NC(=C1)Cl)Cl 4-(1-bromoethyl)-2,6-dichloropyridine